tert-butyl (1S,4S)-5-(2-fluoro-6-(methylcarbamoyl) pyridin-3-yl)-2,5-diazabicyclo[2.2.1]heptane-2-carboxylate FC1=NC(=CC=C1N1[C@@H]2CN([C@H](C1)C2)C(=O)OC(C)(C)C)C(NC)=O